(S)-4-(3-(2,4-Dichlorophenyl)-2,3-dihydrobenzo[b][1,4]dioxin-5-yl)piperidine-1-carboxylate ClC1=C(C=CC(=C1)Cl)[C@@H]1OC2=C(OC1)C=CC=C2C2CCN(CC2)C(=O)[O-]